methyl 5-(5-(2-methyl-5-(2-(trifluoromethyl)-isonicotinamido)-phenyl)-3-morpholino-pyridin-2-yl)-pent-4-ynoate CC1=C(C=C(C=C1)NC(C1=CC(=NC=C1)C(F)(F)F)=O)C=1C=C(C(=NC1)C#CCCC(=O)OC)N1CCOCC1